N-[3-[5-chloro-2-(difluoromethoxy)phenyl]-1-[(3S,4S)-4-hydroxypiperidin-3-yl]-1H-pyrazol-4-yl]pyrazolo[1,5-a]pyrimidine-3-carboxamide ClC=1C=CC(=C(C1)C1=NN(C=C1NC(=O)C=1C=NN2C1N=CC=C2)[C@H]2CNCC[C@@H]2O)OC(F)F